ClC=1C=C2C(=NC(N(C2=CC1OCCO)C)=O)N1CCOCC2=C1C=NC=C2C#CC2(CC2)C(F)(F)F 6-chloro-7-(2-hydroxyethoxy)-1-methyl-4-(6-((1-(trifluoromethyl)cyclopropyl)ethynyl)-2,3-dihydropyrido[3,4-e][1,4]oxazepin-1(5H)-yl)quinazolin-2(1H)-one